FC1=CC=C(C=C1)C1=C(CCC(C1)(C)C)CN1CC2CCC(C1)N2C=2C=C1CN(C(C1=CC2)=O)C2C(NC(CC2)=O)=O 3-(5-(3-((4'-fluoro-5,5-dimethyl-3,4,5,6-tetrahydro-[1,1'-biphenyl]-2-yl)methyl)-3,8-diazabicyclo[3.2.1]octan-8-yl)-1-oxoisoindolin-2-yl)piperidine-2,6-dione